CN(CCCN=C=N)C (3-(dimethylamino)propyl)carbodiimide